C1(=CC=C(C=C1)N(C1=CC=2C(C3=CC=CC=C3C2C=C1)(C)C)Br)C1=CC=CC=C1 N-(biphenyl-4-yl)-N-bromo-9,9-dimethyl-9H-fluoren-2-amine